benzyl 6-[[1-(trifluoromethyl) cyclopropyl] carbamoyl]-2-azaspiro[3.3]heptane-2-carboxylate FC(C1(CC1)NC(=O)C1CC2(CN(C2)C(=O)OCC2=CC=CC=C2)C1)(F)F